BrC1=CC=C2C(=CNC2=C1)CC#N 2-(6-bromo-1H-indol-3-yl)acetonitrile